4-((E)-3-((3-((4-((E)-3-(3,4-diacetoxyphenyl)acrylamido)butyl)amino)propyl)amino)-3-oxoprop-1-en-1-yl)-1,2-phenylene diacetate hydrochloride Cl.C(C)(=O)OC1=C(C=C(C=C1)\C=C\C(=O)NCCCNCCCCNC(\C=C\C1=CC(=C(C=C1)OC(C)=O)OC(C)=O)=O)OC(C)=O